C(C)OC(=O)C=1C2C=CN(C2N=CC1)CC1=CC=C(C=C1)OC 1-(4-methoxybenzyl)-3a,7a-dihydro-1H-7-azaindole-4-carboxylic acid ethyl ester